di(iso-butyl salicylate) carbonate C(O)(O)=O.C(C(C)C)OC=1C(C(=O)O)=CC=CC1.C(C(C)C)OC=1C(C(=O)O)=CC=CC1